C1(CCC1)N1N=CC(=C1)NC1=NC(=NC=C1)C1=CC=C(C=C1)N1C(NCC1)=O 1-(4-(4-((1-cyclobutyl-1H-pyrazol-4-yl)amino)pyrimidin-2-yl)phenyl)imidazolidin-2-one